BrC1=CC=2N(C=C1)C(=NC2C(=O)OC)C methyl 7-bromo-3-methylimidazo[1,5-a]pyridine-1-carboxylate